C(OC[C@H]1O[C@@]([C@@H]([C@@H]1O)O)(C#N)C1=CC=C2C(=NC=NN21)N)(OCC2=NC=CC=N2)=O ((2R,3S,4R,5R)-5-(4-aminopyrrolo[2,1-f][1,2,4]triazin-7-yl)-5-cyano-3,4-dihydroxytetrahydrofuran-2-yl)methyl (pyrimidin-2-ylmethyl) carbonate